tert-butyl N-[2-hydroxy-2-[1-[3-(4-tetrahydropyran-2-yl-1,2,4-triazol-3-yl)phenyl]pyrazolo[3,4-b]pyridin-5-yl]ethyl]carbamate OC(CNC(OC(C)(C)C)=O)C=1C=C2C(=NC1)N(N=C2)C2=CC(=CC=C2)C2=NN=CN2C2OCCCC2